N-(chlorosilyl)-tetrahydroquinoline Cl[SiH2]N1CCCC2CC=CC=C12